N-(2-chloro-5-methylpyridin-4-yl)-2,6-dimethyl-4-oxo-4H-pyran-3-carboxamide ClC1=NC=C(C(=C1)NC(=O)C1=C(OC(=CC1=O)C)C)C